((3-fluoro-4-(5-(trifluoromethyl)-1,2,4-oxadiazol-3-yl)phenyl)imino)(2-fluorophenyl)(trifluoromethyl)-λ6-sulfanone FC=1C=C(C=CC1C1=NOC(=N1)C(F)(F)F)N=S(=O)(C(F)(F)F)C1=C(C=CC=C1)F